isopropoxy bis(2-tolyl) phosphate P(=O)(OOC(C)C)(OC1=C(C=CC=C1)C)OC1=C(C=CC=C1)C